6-((R)-1-((S)-3-fluoropyrrolidin-1-yl)propyl)-2-(3-(3-((4-methyl-4H-1,2,4-triazol-3-yl)methyl)oxetan-3-yl)phenyl)-4-(trifluoromethyl)isoindolin-1-one F[C@@H]1CN(CC1)[C@H](CC)C1=CC(=C2CN(C(C2=C1)=O)C1=CC(=CC=C1)C1(COC1)CC1=NN=CN1C)C(F)(F)F